NC=1C=C(C=CC1)C=1C=C(C(NC1C(F)(F)F)=O)C(=O)N 5-(3-Aminophenyl)-2-oxo-6-(trifluoromethyl)-1,2-dihydropyridine-3-carboxamide